C(C1=CC=CC=C1)OC(=O)C1=CC=NN1 Pyrazole-5(1H)-carboxylic acid benzyl ester